FC(C(F)(F)[Si](OC)(OC)OC)(CCCCCCCC(F)(F)F)F heptafluorodecyl-trimethoxysilane